C(#N)C1=C(C=CC(=N1)NC(OC(C)(C)C)=O)N(C)C tertbutyl (6-cyano-5-(dimethylamino)pyridin-2-yl)carbamate